N-[5-[[1-[2-oxo-2-[(2S)-2-cyanopyrrolidin-1-yl]ethyl]-4-piperidyl]amino]-8-quinolyl]acetamide O=C(CN1CCC(CC1)NC1=C2C=CC=NC2=C(C=C1)NC(C)=O)N1[C@@H](CCC1)C#N